mono-thiol(monothiol) S1C(=CC=C1)S